N12C=C(C(CC1)CC2)C2=CC(=C1CN(C(C1=C2)=O)C2=CC(=CC=C2)C2(COC2)CC2=NN=CN2C)C(F)(F)F 6-(1-azabicyclo[2.2.2]oct-2-en-3-yl)-2-(3-(3-((4-methyl-4H-1,2,4-triazol-3-yl)methyl)oxetan-3-yl)phenyl)-4-(trifluoromethyl)isoindolin-1-one